C1N(CCCC12CCOCC2)CCCOC=2C(=C(C=CC2)C2=C(C(=CC=C2)C=2SC=1CN(CCC1N2)C(=O)OC(C)(C)C)C)C tert-butyl 2-(3'-(3-(9-oxa-2-azaspiro[5.5]undec-2-yl) propoxy)-2,2'-dimethyl-[1,1'-biphenyl]-3-yl)-6,7-dihydrothiazolo[5,4-c]pyridine-5(4H)-carboxylate